(R)-2-amino-1-(6-fluoro-4-(4-fluorophenyl)-3,4-dihydroquinoxaline-1(2H)-yl)-3-(1H-imidazol-4-yl)propan-1-one N[C@@H](C(=O)N1CCN(C2=CC(=CC=C12)F)C1=CC=C(C=C1)F)CC=1N=CNC1